1,1,2,2-tetrafluoro-1-Chloropropane FC(C(C)(F)F)(Cl)F